CC[C@H](C)[C@@H](C(=O)O)[15NH2] L-isoleucine-15N